(E)-3,4-dihydroxycinnamic acid ethyl ester C(C)OC(\C=C\C1=CC(=C(C=C1)O)O)=O